(3R)-3-[(3-amino-4-quinolinyl)amino]-2-methyl-butan-2-ol NC=1C=NC2=CC=CC=C2C1N[C@@H](C(C)(O)C)C